N-(4-{1-[(1H-indol-5-yl)carbonyl]piperidin-4-yl}butyl)imidazo[1,2-a]pyridine-6-carboxamide N1C=CC2=CC(=CC=C12)C(=O)N1CCC(CC1)CCCCNC(=O)C=1C=CC=2N(C1)C=CN2